CC1=CC(=NC=C1)SC=1C=2N(C=C(C1)C=1C=NN(C1)[C@@H]1CNCCC1)N=CC2C#N 4-[(4-methyl-2-pyridyl)sulfanyl]-6-[1-[(3S)-3-piperidyl]pyrazol-4-yl]pyrazolo[1,5-a]pyridine-3-carbonitrile